C(C1=CC=CC=C1)C=1C=2N(C=C(N1)C1=C(C=CC=C1)F)C(=C(N2)CC=2OC(=CC2)CC)CC(=O)[O-] 8-Benzyl-2-((5-ethylfuran-2-yl)methyl)-6-(2-fluorophenyl)imidazo[1,2-a]pyrazin-3-yl-acetat